C(\C=C/C(=O)O)(=O)O.ClC=1C=CC2=C(N(C3=C(CC2)C=CC=C3)CCCCN(C/C=C/C(=O)OCC)C)C1 Ethyl (E)-4-{[4-(3-chloro-10,11-dihydro-5H-dibenzo[b,f]azepin-5-yl)butyl]-methyl-amino}but-2-enoate maleate